methylol disulfide (3-mercaptopropionate) SCCC(=O)O.C(O)SSCO